N-(5-(6-chlorobenzo[d][1,3]dioxol-5-yl)-1-(3-hydroxy-3-methylbutyl)-1H-pyrazolo[3,4-b]pyridin-3-yl)-3,3-dimethylbutanamide ClC=1C(=CC2=C(OCO2)C1)C=1C=C2C(=NC1)N(N=C2NC(CC(C)(C)C)=O)CCC(C)(C)O